COC([C@@H](NC(=O)OC(C)(C)C)CO)=O BOC-L-serine methyl ester